NC1=NC2=CC(=CC=C2C=C1)C=1C=C2C(=NN(C2=CC1)C(C)C)COC1=C(C=CC=C1)CC(=O)O 2-(2-((5-(2-aminoquinolin-7-yl)-1-isopropyl-1H-indazol-3-yl)methoxy)phenyl)acetic acid